C(C)(C)(C)C1=CC(=NC=C1)C1=CC=C(C=C1)C(C)(C)C 4-(tert-butyl)-2-(4-(tert-butyl)phenyl)pyridine